FC(C(F)(Cl)Cl)(Cl)Cl 1,2-Difluorotetrachloroethane